OC=1C(=C(C=CC1)C1=C(C(=CC=C1)C)O)C 3,2'-dihydroxy-2,3'-dimethylbiphenyl